N=1C=NN2C1C=C(C=C2)C2=CNC=1N=C(N=CC12)NC1CC(C1)(C(=O)N(C)C)C (1r,3r)-3-((5-([1,2,4]triazolo[1,5-a]pyridin-7-yl)-7H-pyrrolo[2,3-d]pyrimidin-2-yl)amino)-N,N,1-trimethylcyclobutane-1-carboxamide